BrC1=CN=C2N1C=C(N=C2CC2=C(C=C(C(=C2)F)C)F)C2=NC=C(C(=N2)O)F 2-{3-bromo-8-[(2,5-difluoro-4-methylphenyl)methyl]imidazo[1,2-a]pyrazin-6-yl}-5-fluoropyrimidin-4-ol